17,17'-[1,4-phenylene-bis(methylene)]bis-3,6,14,17,23,24-hexaazatricyclo[17.3.1.18,12]tetracosa-1(23),8,10,12(24),19,21-hexaene C1(=CC=C(C=C1)CN1CCNCC=2C=CC=C(CNCCNCC=3C=CC=C(C1)N3)N2)CN2CCNCC=3C=CC=C(CNCCNCC=1C=CC=C(C2)N1)N3